CC=1C(=C(C(=CC1)N)C1=CC=CC(=C1)N)C dimethyl-6,5'-diaminobiphenyl